COCC1=NC2=C(N1)C=C(C=C2C(=O)NC2=C(C=CC=C2)OC)NC(=O)C2=C(C=CC=C2)C(F)(F)F (3s)-2-(methoxymethyl)-N-(2-methoxyphenyl)-6-({[2-(trifluoromethyl)phenyl]carbonyl}amino)-1H-benzimidazole-4-carboxamide